3-iodo-5,6-methylenedioxy-1H-indole-1-carboxylic acid tert-butyl ester C(C)(C)(C)OC(=O)N1C=C(C2=CC3=C(C=C12)OCO3)I